4-(3-(8-methoxy-4-oxoquinazolin-3(4H)-yl)-2-methylphenyl)-1H-indole-7-carboxamide COC=1C=CC=C2C(N(C=NC12)C=1C(=C(C=CC1)C1=C2C=CNC2=C(C=C1)C(=O)N)C)=O